C=1CCC=C2CCC=CC12 2,3,5,6-tetrahydronaphthalene